FC1=C(COC2=CC3=C4N(N=C3C=C2)CCN(C4=O)C(C(=O)OCC)C(=O)OCC)C=CC=C1 diethyl 2-(9-((2-fluorobenzyl)oxy)-1-oxo-3,4-dihydropyrazino[1,2-b]indazol-2(1H)-yl)malonate